cyclopropyl-4-fluoro-2-(4-(methylsulfonyl)phenyl)-6-(1-(8-(tetrahydro-2H-pyran-4-yl)-8-azabicyclo[3.2.1]octan-3-yl)piperidin-4-yl)-1H-benzo[d]imidazole C1(CC1)N1C(=NC2=C1C=C(C=C2F)C2CCN(CC2)C2CC1CCC(C2)N1C1CCOCC1)C1=CC=C(C=C1)S(=O)(=O)C